C1(=C(C=CC=C1)NC(N(C)C)=O)NC(N(C)C)=O Phenylenebis(N,N1-dimethyl-urea)